2,2-dimethyl-1,5-pentanediol dibenzoate C(C1=CC=CC=C1)(=O)OCC(CCCOC(C1=CC=CC=C1)=O)(C)C